tert-butyl (4-bromo-5-formyl-2-methylphenyl)carbamate BrC1=CC(=C(C=C1C=O)NC(OC(C)(C)C)=O)C